4-chloro-6-cyclopropyloxy-2-(1-(difluoromethyl)-4-nitro-1H-pyrazol-5-yl)-3-fluorobenzonitrile ClC1=C(C(=C(C#N)C(=C1)OC1CC1)C1=C(C=NN1C(F)F)[N+](=O)[O-])F